C(C)(C)(C)C1=C(C(O)=CC=C1O)C(C(=O)O)O tertiary butyl-hydroquinone-glycolic acid